CYANO-PYRIMIDINE C(#N)C1=NC=CC=N1